2,3-dihydro-2,2-dimethyl-7-benzofuran chloroformate ClC(=O)O.CC1(OC=2C(C=CC2)=CC1)C